C(CC(O)(C(=O)N)CC(=O)N)(=O)O citramic acid